O1CCN(CC1)C1=CC=2OCC=CC2C2=CC=CC=C12 6-morpholino-3H-naphtho[2,1-b]pyrane